4-allyl-N-(4-bromo-2,5-dimethylphenyl)-1-methyl-1H-pyrazole-5-carboxamide C(C=C)C=1C=NN(C1C(=O)NC1=C(C=C(C(=C1)C)Br)C)C